N-(2-carbomethoxyethyl)-N-benzyldimethylammonium fluoride [F-].C(=O)(OC)CC[N+](CC1=CC=CC=C1)(C)C